ethyl 4-[5-hydroxy-3-(trifluoromethyl)pyrazol-1-yl]benzoate OC1=CC(=NN1C1=CC=C(C(=O)OCC)C=C1)C(F)(F)F